8-cyclopentyl-2-((4-(4-methylpiperazin-1-yl)phenyl)amino)-7-oxo-7,8-dihydropyrido[2,3-d]pyrimidine-6-carbonitrile monolactate C(C(O)C)(=O)O.C1(CCCC1)N1C(C(=CC2=C1N=C(N=C2)NC2=CC=C(C=C2)N2CCN(CC2)C)C#N)=O